7-(4-fluoro-2-methylsulfonyl-phenoxy)-2-azaspiro[3.5]Nonane-2-carboxylic acid tert-butyl ester C(C)(C)(C)OC(=O)N1CC2(C1)CCC(CC2)OC2=C(C=C(C=C2)F)S(=O)(=O)C